C(CCCCCCCCCCC)P(O)(O)=O n-dodecylphosphonic acid